4-(5-bromo-1-benzothien-2-yl)piperazine-1-carboxylic acid tert-butyl ester C(C)(C)(C)OC(=O)N1CCN(CC1)C=1SC2=C(C1)C=C(C=C2)Br